1,1'-(3,3',5,5'-tetrachloro[1,1'-biphenyl]-4,4'-diyl)bis{2,4-diamino-3-[(E)-diazenyl]naphthalene-1-sulfonic acid} ClC=1C=C(C=C(C1C1(C(C(=C(C2=CC=CC=C12)N)\N=N\[H])N)S(=O)(=O)O)Cl)C1=CC(=C(C(=C1)Cl)C1(C(C(=C(C2=CC=CC=C12)N)\N=N\[H])N)S(=O)(=O)O)Cl